C(C)(C)(C)OC(=O)N([C@@H]1C=CC[C@H](C1)C(=O)OC)C(=O)OC(C)(C)C methyl (1R,5S)-5-[bis(tert-butoxycarbonyl)amino]cyclohex-3-ene-1-carboxylate